3-(2-((3,3-Difluoropropyl)amino)ethoxyl-6-fluoro-2-methylphenyl)-3-methyl-1,3,4,9-tetrahydro-2H-pyrido[3,4-b]indol FC(CCNCCOC=1C(=C(C(=CC1)F)C1(CC2=C(NC3=CC=CC=C23)CN1)C)C)F